3-isopropyl-6-methyl-N-(3-methyl-1,1-dioxidothietan-3-yl)-1H-indazole-5-carboxamide C(C)(C)C1=NNC2=CC(=C(C=C12)C(=O)NC1(CS(C1)(=O)=O)C)C